2-[(2E)-2-(aminomethyl)-3-fluoroprop-2-en-1-yl]-4-[5-(2H-1,3-benzodioxol-5-yl)-3-methylpyridin-2-yl]-2,4-dihydro-3H-1,2,4-triazol-3-one hydrochloride Cl.NC/C(/CN1N=CN(C1=O)C1=NC=C(C=C1C)C1=CC2=C(OCO2)C=C1)=C\F